(5-methyl-1H-pyrazol-3-yl)-1,6-diazanaphthalen-5,7-diamine CC1=CC(=NN1)C1=NC=2C=C(N=C(C2C=C1)N)N